OC1=NC=NC(=C1Cl)O 4,6-dihydroxy-5-chloropyrimidine